NCC1=CC=C(N=N1)NC1C(NC(CC1)=O)=O 3-((6-(Aminomethyl)pyridazin-3-yl)amino)piperidine-2,6-dione